BrC1=CC(=C2C=C(C(NC2=C1)=O)C(=O)OCC)OC ethyl 7-bromo-5-methoxy-2-oxo-1H-quinoline-3-carboxylate